bromo-1-methyl-2-(prop-2-yn-1-yl)benzene BrC=1C(=C(C=CC1)C)CC#C